2-(methoxymethoxy)-1,1'-biphenyl COCOC1=C(C=CC=C1)C1=CC=CC=C1